diaminobenzenesulfonyl-aniline NC1=C(N(S(=O)(=O)C2=CC=CC=C2)N)C=CC=C1